methylammonium lead [Pb+2].C[NH3+]